ClC1=NC=NC=2NC(CN(C12)C)=O 4-chloro-5-methyl-5,8-dihydropteridin-7(6H)-one